N-[[(1S,3R)-3-[[6-(4-hydroxypiperidine-1-carbonyl)-1,3-benzothiazol-2-yl]amino]cyclopentyl]methyl]-3-methyl-isoxazole-5-carboxamide OC1CCN(CC1)C(=O)C1=CC2=C(N=C(S2)N[C@H]2C[C@H](CC2)CNC(=O)C2=CC(=NO2)C)C=C1